C1=CC=CC=2C3=CC=CC=C3C(C12)COC(=O)N[C@H](C(=O)N[C@H](C(=O)NC=1C=CC(=C(CN(C(OCC#C)=O)CC#C)C1)CO)CCCNC(=O)N)C(C)C prop-2-yn-1-yl 5-((S)-2-((S)-2-((((9H-fluoren-9-yl)methoxy)carbonyl)amino)-3-methylbutanamido)-5-ureidopentanamido)-2-(hydroxymethyl)benzyl(prop-2-yn-1-yl)carbamate